C(C)(=O)O[C@H]1CNCC1 (R)-pyrrolidin-3-ol acetate